ClC=1N=C(N2N=C(N=CC21)NC2C(COCC2)O)C(C)C(C)C 4-{[5-chloro-7-(3-methylbutan-2-yl)imidazo[4,3-f][1,2,4]triazin-2-yl]amino}oxan-3-ol